ClC(C(CC(CC(F)(F)F)Cl)(Cl)OOC(C(=O)Cl)(CC(CC(F)(F)F)Cl)Cl)=O bis-(1,2,4-trichlorotrifluorohexanoyl) peroxide